((R)-3-(4-Chlorophenyl)pyrrolidin-1-yl)(4-((R)-2-hydroxy-3-(2H-1,2,3-triazol-2-yl)propoxy)phenyl)methanon ClC1=CC=C(C=C1)[C@@H]1CN(CC1)C(=O)C1=CC=C(C=C1)OC[C@@H](CN1N=CC=N1)O